di(n-butyl)dimethoxysilane C(CCC)[Si](OC)(OC)CCCC